4-cyano-N-[4-(3-cyano-2-methyl-phenyl)-5-(2,6-dimethyl-4-pyridinyl)thiazol-2-yl]-4-methyl-piperidine-1-carboxamide C(#N)C1(CCN(CC1)C(=O)NC=1SC(=C(N1)C1=C(C(=CC=C1)C#N)C)C1=CC(=NC(=C1)C)C)C